2-[cyano-(2,6-difluoro-4-pyridyl)amino]-5-methyl-N-[(3R)-spiro[3.4]octan-3-yl]thiazole-4-carboxamide C(#N)N(C=1SC(=C(N1)C(=O)N[C@@H]1CCC12CCCC2)C)C2=CC(=NC(=C2)F)F